N5-(3-((2-(2,6-dioxopiperidin-3-yl)-1,3-dioxoisoindolin-4-yl)amino)propyl)glutaramide O=C1NC(CCC1N1C(C2=CC=CC(=C2C1=O)NCCCNC(CCCC(=O)N)=O)=O)=O